(rac)-5-Chloro-N-tetrahydropyran-3-yl-oxazolo[4,5-b]pyridin-2-amine ClC1=CC=C2C(=N1)N=C(O2)N[C@H]2COCCC2 |r|